Alpha-methyl-3,4-dihydromethylenebenzenepropionaldehyde di-tert-butyl-3-(3-ethoxy-3-oxopropanoyl)-6,7-dihydro-2H-pyrazolo[4,3-c]pyridine-2,5(4H)-dicarboxylate C(C)(C)(C)OC(=O)N1N=C2C(CN(CC2)C(=O)OC(C)(C)C)=C1C(CC(=O)OCC)=O.CC(C=O)CC1=CC(CC=C1)=C